C12OCC(C1)(C2)C=2N=C1N(C=C(C(=C1)OC(C)C)C(=O)NC1=NC(=CC=C1)C(F)F)C2 2-(2-oxabicyclo[2.1.1]hex-4-yl)-N-(6-(difluoromethyl)pyridin-2-yl)-7-isopropoxylimidazo[1,2-a]pyridine-6-carboxamide